C=CC(=O)NCCNC(=O)C=C ethylenebisacrylamide